N-[2-(1H-indol-4-yl)ethyl]-4-[(2-methoxyphenoxy)acetamido]benzamide N1C=CC2=C(C=CC=C12)CCNC(C1=CC=C(C=C1)NC(COC1=C(C=CC=C1)OC)=O)=O